C1(CC1)NC1=NC=2N(C=C1)N=CC2C(=O)NC2=CC(=CC(=C2)C2CCOCC2)OC 5-(Cyclopropylamino)-N-(3-methoxy-5-(tetrahydro-2H-pyran-4-yl)phenyl)pyrazolo[1,5-a]pyrimidine-3-carboxamide